5-chloro-3-(morpholinomethyl)-2-phenyl-N-(tetrahydro-2H-pyran-4-yl)-1H-indole-7-amine ClC=1C=C2C(=C(NC2=C(C1)NC1CCOCC1)C1=CC=CC=C1)CN1CCOCC1